CN1CCC2(CCN2C=O)CC1 (7-methyl-1,7-diazaspiro[3.5]non-1-yl)methanone